7-(1-(2-Hydroxy-2-methylpropyl)-1H-pyrazol-4-yl)-8-(imidazo[1,5-a]pyridin-7-yl)-1-isopropyl-3-methyl-3,6-dihydroimidazo[4,5-d]pyrrolo[2,3-b]pyridin-2(1H)-on OC(CN1N=CC(=C1)C1=C(C=2C(=NC=C3C2N(C(N3C)=O)C(C)C)N1)C1=CC=3N(C=C1)C=NC3)(C)C